((4-cyano-1-(4-(pentafluoro-lambda6-sulfanyl)phenyl)-1H-indazol-3-yl)methyl)carbamic acid tert-butyl ester C(C)(C)(C)OC(NCC1=NN(C2=CC=CC(=C12)C#N)C1=CC=C(C=C1)S(F)(F)(F)(F)F)=O